(2S)-N-(7-chloro-6-(1-(4-hydroxy-3-methyltetrahydrofuran-3-yl)piperidin-4-yl)isoquinolin-3-yl)tetrahydro-2H-pyran-2-carboxamide ClC1=C(C=C2C=C(N=CC2=C1)NC(=O)[C@H]1OCCCC1)C1CCN(CC1)C1(COCC1O)C